[Si](C)(C)(C(C)(C)C)OCCN1C(=NN=C1C(F)(F)F)C=O 4-(2-(tert-Butyldimethylsilanyloxy)ethyl)-5-(trifluoromethyl)-4H-1,2,4-triazole-3-carbaldehyde